8-(4-chloro-2-fluorophenyl)-6-[(2R,4S)-2-(1-cyclopropyl-1H-pyrazol-4-yl)oxazin-4-yl]-2,3-dimethyl-3H,4H-pyrimido[5,4-d][1,3]diazin-4-one ClC1=CC(=C(C=C1)C1=NC(=NC2=C1N=C(N(C2=O)C)C)C2=CN(OC=C2)C=2C=NN(C2)C2CC2)F